3-methoxy-5-(1-(2-methoxyethyl)-1H-pyrazol-4-yl)aniline COC=1C=C(N)C=C(C1)C=1C=NN(C1)CCOC